C(CCC)NC(COC1=C(C=C(C=C1)C=O)OC)=O N-BUTYL-2-(4-FORMYL-2-METHOXYPHENOXY)ACETAMIDE